CC1=C(C=CC=C1C)C1=C(C=C2C(=N1)C(=NN2CC2=CC=C(C=C2)OC)C=2C=NC(=CC2)F)OC (2,3-dimethylphenyl)-3-(6-fluoropyridin-3-yl)-6-methoxy-1-(4-methoxybenzyl)-1H-pyrazolo[4,3-b]pyridine